2-((2S)-4-(6-fluoro-2-((tetrahydro-1H-pyrrolizin-7a(5H)-yl)methoxy)-7-(1,1a,6,6a-tetrahydrocyclopropa[a]inden-2-yl)quinazolin-4-yl)-1-(2-fluoroacryloyl)piperazin-2-yl)acetonitrile FC=1C=C2C(=NC(=NC2=CC1C1=CC=CC=2CC3C(C12)C3)OCC31CCCN1CCC3)N3C[C@@H](N(CC3)C(C(=C)F)=O)CC#N